C(C=1C(C(=O)OCCC)=CC(C(=O)OCCC)=CC1)(=O)OCCC tris-propyl trimellitate